5-phenyl-2-(quinoxalin-6-ylmethylene)-3,4-dihydronaphthalen-1(2H)-one C1(=CC=CC=C1)C1=C2CCC(C(C2=CC=C1)=O)=CC=1C=C2N=CC=NC2=CC1